4-[(1S,3S)-3-{5-[4-(4-fluorophenyl)-1H-imidazol-2-yl]-1,2,4-oxadiazol-3-yl}-2,2-dimethylcyclopropyl]benzenesulfonamide FC1=CC=C(C=C1)C=1N=C(NC1)C1=NC(=NO1)[C@@H]1C([C@H]1C1=CC=C(C=C1)S(=O)(=O)N)(C)C